(methylsulfamoyl)-4-(octylamino)benzoic acid CNS(=O)(=O)C1=C(C(=O)O)C=CC(=C1)NCCCCCCCC